N[C@H]1CS(C2=C(N(C1=O)CC1=CC=C(C=C1)Cl)C=C(C(=C2)F)C=2OC(=NN2)NC21CC(C2)(C1)Cl)(=O)=O (3R)-3-amino-7-[5-[(3-chloro-1-bicyclo[1.1.1]pentanyl)amino]-1,3,4-oxadiazol-2-yl]-5-[(4-chlorophenyl)methyl]-8-fluoro-1,1-dioxo-2,3-dihydro-1λ6,5-benzothiazepin-4-one